propan-2-one O-(L-valyl) oxime hydrochloride Cl.N[C@@H](C(C)C)C(=O)ON=C(C)C